C1OCC12CN(C2)C2=CN=CC(=N2)C=2N=NN(C2)C(C)N2C(C=C(C=C2)Cl)=O 1-(1-(4-(6-(2-oxa-6-azaspiro[3.3]heptan-6-yl)pyrazin-2-yl)-1H-1,2,3-triazol-1-yl)ethyl)-4-chloropyridin-2(1H)-one